1-[7-difluoromethyl-6-(1-methyl-1H-pyrazol-4-yl)-3,4-dihydro-2H-quinolin-1-yl]-6-(tetrahydrofuran-3-yl)-isoquinoline-3-carboxylic acid methylamide CNC(=O)C=1N=C(C2=CC=C(C=C2C1)C1COCC1)N1CCCC2=CC(=C(C=C12)C(F)F)C=1C=NN(C1)C